(5S,8R)-methyl 5-fluoro-8-hydroxy-5,6,7,8-tetrahydroquinoline-5-carboxylate F[C@@]1(C=2C=CC=NC2[C@@H](CC1)O)C(=O)OC